ethyl 5'-p-methoxyphenyl-2'-methyl-2'-vinyl-6-oxo-6H-spiro(benzo[d][1,3]dioxine-5,1'-cyclopentane)-4',4'-dicarboxylate COC1=CC=C(C=C1)C1C(CC(C12C(C=CC=1OCOCC12)=O)(C=C)C)(C(=O)OCC)C(=O)[O-]